N-[2-(phenylsulfonyloxy)phenyl]-N'-[2-(p-xylenesulfonyloxy)phenyl]urea C1(=CC=CC=C1)S(=O)(=O)OC1=C(C=CC=C1)NC(=O)NC1=C(C=CC=C1)OS(=O)(=O)C1(CC=C(C=C1)C)C